CN(CCSC1=NC(=C(C(=N1)OCC1=CC=C(C=C1)OC)C(=O)NC1=C(C=C(C=C1)C=1N=NNC1)F)OCC1=CC=C(C=C1)OC)C 2-((2-(dimethylamino)ethyl)thio)-N-(2-fluoro-4-(1H-1,2,3-triazol-4-yl)phenyl)-4,6-bis((4-methoxybenzyl)oxy)pyrimidine-5-carboxamide